NCCCCNC(C1=CC=C(C=C1)NC1=NC2=CC=CC=C2C(=N1)NC1=NNC(=C1)C1CC1)=O N-(4-aminobutyl)-4-((4-((5-cyclopropyl-1H-pyrazol-3-yl)amino)quinazolin-2-yl)amino)benzamide